methyl (3R,6S)-1-acetyl-6-methylpiperidine-3-carboxylate C(C)(=O)N1C[C@@H](CC[C@@H]1C)C(=O)OC